1-ethyl-3-methylpyridinium C(C)[N+]1=CC(=CC=C1)C